1-(4-(4-fluoro-2,3-dimethylphenyl)piperazin-1-yl)-2-(3-((3R,4S)-3-fluoro-4-hydroxypiperidine-1-carbonyl)-4,5,6,7-tetrahydro-1H-indazol-1-yl)ethanone FC1=C(C(=C(C=C1)N1CCN(CC1)C(CN1N=C(C=2CCCCC12)C(=O)N1C[C@H]([C@H](CC1)O)F)=O)C)C